CN(C=1SC2=C(N1)C=CC(=C2)NNC(=O)N=N)C (2-(Dimethylamino)benzo[d]thiazol-6-yl)carbazone